CN1N=CC(=C1C1=CC(=NC(=C1)N1[C@@H](COCC1)C)NC1=CC=NN1C(=O)OC(C)(C)C)C Tert-butyl (R)-5-((4-(1,4-dimethyl-1H-pyrazol-5-yl)-6-(3-methylmorpholino) pyridin-2-yl)amino)-1H-pyrazole-1-carboxylate